(2S)-1-(((4-formyl-5-hydroxy-6-methylpyridin-3-yl)methoxy)(phenoxy)phosphoryl)pyrrolidine-2-carboxylic acid methyl ester COC(=O)[C@H]1N(CCC1)P(=O)(OC1=CC=CC=C1)OCC=1C=NC(=C(C1C=O)O)C